C(C)C1=C(C=C(C=O)C=C1)O 4-ETHYL-3-HYDROXYBENZALDEHYDE